Tert-butyl (S)-4-(2-(4-(9-benzyl-6-(1-methylcyclopropoxy)-9H-purin-8-yl)-3-chlorophenoxy)ethyl)-3-methylpiperazine-1-carboxylate C(C1=CC=CC=C1)N1C2=NC=NC(=C2N=C1C1=C(C=C(OCCN2[C@H](CN(CC2)C(=O)OC(C)(C)C)C)C=C1)Cl)OC1(CC1)C